5-vinyl-indole-1-carboxylic acid tert-butyl ester C(C)(C)(C)OC(=O)N1C=CC2=CC(=CC=C12)C=C